ClC=1C=C2C(=CN=C(C2=CN1)N1[C@@H](CC1)C)C(CC#N)C 3-(6-chloro-1-((R)-2-methylazetidin-1-yl)-2,7-naphthyridin-4-yl)butanenitrile